COC=1C=C(C=C(C1)OC)C=1C=CC=C2C=NC(=NC12)NC1=C(C=CC(=C1)CNC)OC 8-(3,5-dimethoxyphenyl)-N-(2-methoxy-5-((methylamino)methyl)phenyl)quinazolin-2-amine